(2S,4R)-1-(2-(4-amino-8-methyl-6-(trifluoromethyl)-9H-pyrimido[4,5-b]indol-9-yl)acetyl)-N-(6-bromo-5-fluoro-3-methylpyridin-2-yl)-4-fluoropyrrolidine-2-carboxamide NC1=NC=NC=2N(C3=C(C=C(C=C3C21)C(F)(F)F)C)CC(=O)N2[C@@H](C[C@H](C2)F)C(=O)NC2=NC(=C(C=C2C)F)Br